ClC1=C(C(=O)N2CC3=C(C=CC(=C3CC2)CC2CCN(CC2)C2=C(C=C(NC3C(NC(CC3)=O)=O)C=C2)F)F)C(=CC(=C1)C1=CN(C(C2=CN=CC=C12)=O)C)OC 3-[4-[4-[[2-[2-chloro-6-methoxy-4-(2-methyl-1-oxo-2,7-naphthyridin-4-yl)benzoyl]-8-fluoro-3,4-dihydro-1H-isoquinolin-5-yl]methyl]-1-piperidyl]-3-fluoro-anilino]piperidine-2,6-dione